NC(C#N)C1=CN=CC2=CC(=CC=C12)C(F)(F)F 2-amino-2-[7-(trifluoromethyl)-4-isoquinolyl]acetonitrile